2-cyano-N-(6-methylpyridin-3-yl)acetamide C(#N)CC(=O)NC=1C=NC(=CC1)C